pyrrolo[2,3-c]pyridine-5-carbonitrile N1=CC=C2C1=CN=C(C2)C#N